OC(COC[C@@H](C(=O)O)NC)(C)C (2S)-3-(2-hydroxy-2-methyl-propoxy)-2-(methylamino)-propanoic acid